S1C(=CC=C1)CCN1N=CNC1=O (2-(thiophen-2-yl)ethyl)-2,4-dihydro-3H-1,2,4-triazol-3-one